C(C)(C)(C)C1=NN=C(S1)C=1C(=CC(=NC1)NC(C)=O)NC1=NC(=NC(=C1)C)C(C)(F)F N-(5-(5-(tert-butyl)-1,3,4-thiadiazol-2-yl)-4-((2-(1,1-difluoroethyl)-6-methylpyrimidin-4-yl)amino)pyridin-2-yl)acetamide